C1(=CC(=CC=C1)C1=NC(=NC=C1Cl)NC1CCN(CC1)C(CN1CCC(CC1)CN1CCCCC1)=O)C1=CC=CC=C1 1-((1-(2-(4-((4-([1,1'-biphenyl]-3-yl)-5-chloropyrimidin-2-yl)amino)piperidin-1-yl)-2-oxoethyl)piperidin-4-yl)methyl)piperidin